tert-Butyl 6-(trans-4-(2-carbamoyl-5-(6,6-dimethyl-4-oxo-3-(trifluoromethyl)-4,5,6,7-tetrahydro-1H-indazol-1-yl)phenylamino)cyclohexylamino)-6-oxohexylcarbamate C(N)(=O)C1=C(C=C(C=C1)N1N=C(C=2C(CC(CC12)(C)C)=O)C(F)(F)F)N[C@@H]1CC[C@H](CC1)NC(CCCCCNC(OC(C)(C)C)=O)=O